(±)-trans-2-(6-((1-(3,4-dichlorobenzyl)-3,7-dimethyl-2,6-dioxo-2,3,6,7-tetrahydro-1H-purin-8-yl)amino)pyridin-2-yl)cyclopropanecarboxylic acid ClC=1C=C(CN2C(N(C=3N=C(N(C3C2=O)C)NC2=CC=CC(=N2)[C@H]2[C@@H](C2)C(=O)O)C)=O)C=CC1Cl |r|